C(C)C(C(=O)[O-])CCCC.[Cr+3].FC=1C=C2C=C(N(C2=CC1)CCCO)CO.C(C)C(C(=O)[O-])CCCC.C(C)C(C(=O)[O-])CCCC 3-(5-fluoro-2-(hydroxymethyl)-1H-indol-1-yl)propan-1-ol chromium (III) 2-ethylhexanoate